(R)-(4,7-Dichloro-1H-benzo[d]imidazol-2-yl)(5-methyl-7,8-dihydro-1,6-naphthyridin-6(5H)-yl)methanone ClC1=CC=C(C=2NC(=NC21)C(=O)N2[C@@H](C=1C=CC=NC1CC2)C)Cl